FC(C(=O)O)(F)F.FC1=CC=C(C=C1)C1(CN(C1)C)NC(=O)C1=NN2C(C(NC(=C2)C2=CC3=CC=CC=C3C=C2)=O)=C1C(F)(F)F N-[3-(4-Fluorophenyl)-1-methylazetidin-3-yl]-6-(naphthalen-2-yl)-4-oxo-3-(trifluoromethyl)-5H-pyrazolo[1,5-a]pyrazine-2-carboxamide trifluoroacetic acid salt